(2,6-Dichloropyridin-4-yl)methyl (S)-2-amino-3-(1-methyl-2-oxo-1,2-dihydropyridin-4-yl)propanoate hydrochloride Cl.N[C@H](C(=O)OCC1=CC(=NC(=C1)Cl)Cl)CC1=CC(N(C=C1)C)=O